CN(CCC(CCCCCCCCCCC(=O)OC\C=C/CCCC)CCCCCCCCC)C (Z)-hept-2-en-1-yl 12-(2-(dimethylamino)ethyl)-henicosanoate